2H-imidazo[1,5-a]pyridine C=1NCN2C1C=CC=C2